CN1C[C@H]2N(C3=C(OC2)C=C2C(=N3)C(=NC=N2)NC2=CC(=C(C=C2)OC2=CC3=C(N(C=N3)C)C=C2)C)CC1 (R)-3-methyl-N-(3-methyl-4-((1-methyl-1H-benzo[d]imidazol-5-yl)oxy)phenyl)-1,2,3,4,4a,5-hexahydropyrazino[1,2-d]pyrimido[4',5':5,6]pyrido[3,2-b][1,4]oxazin-11-amine